N1(CCNCC1)C=1C2=C(N=CN1)CN(CC2)C2=NC(=CC1=CC=CC=C21)NC(OC(C)(C)C)=O tert-butyl N-[1-(4-piperazin-1-yl-6,8-dihydro-5H-pyrido[3,4-d]pyrimidin-7-yl)-3-isoquinolyl]carbamate